C(C)OC(=O)C1C(C1)C=1C(=NC=NC1Cl)C(C)(C)C 2-(4-(tert-butyl)-6-chloropyrimidin-5-yl)cyclopropylcarboxylic acid ethyl ester